tert-butyl ((1r,4r)-4-cyanocyclohexyl)carbamate CC(C)(C)OC(=O)NC1CCC(CC1)C#N